ClC1=CC=C(C=2SC3=CC=CC=C3C(C12)=O)OCC(=O)O 1-chloro-4-carboxymethoxy-9H-thioxanthen-9-one